ClC1=CC=2N(C(N(CC2C=N1)C1=C(C=CC=C1C)Cl)=O)C1CCN(CC1)C(=O)OC(C)(C)C tert-butyl 4-[7-chloro-3-(2-chloro-6-methyl-phenyl)-2-oxo-4H-pyrido[4,3-d]pyrimidin-1-yl]piperidine-1-carboxylate